BrC1=NN(C2=NC=C(C=C21)C=2SC1=C(N2)C=C(C(=C1C1=CC=C(C=C1)Cl)[C@@H](C(=O)OCC)OC(C)(C)C)C)C ethyl (S)-2-(2-(3-bromo-1-methyl-1H-pyrazolo[3,4-b]pyridin-5-yl)-7-(4-chlorophenyl)-5-methylbenzo[d]thiazol-6-yl)-2-(tert-butoxy)acetate